COC(=O)/C(=C/[C@H]1C([C@@H]1C(=O)OCC1=C(C(=C(C(=C1F)F)C)F)CC)(C)C)/C 2-ethyl-4-methyl-3,5,6-trifluorobenzyl (1R)-trans-3-[(E)-(2-methoxycarbonyl-1-propenyl)]-2,2-dimethylcyclopropanecarboxylate